butyl N-(piperidin-4-ylmethyl)carbamate N1CCC(CC1)CNC(OCCCC)=O